COCCC1=NC=2C(=NC(=CC2N2CCOCC2)NN=C(C)C=2C=C(C=CC2)C)N1C 4-(2-(2-methoxyethyl)-3-methyl-5-(2-(1-(m-tolyl)ethylidene)hydrazinyl)-3H-imidazo[4,5-b]pyridin-7-yl)morpholine